C(C1=CC=CC=C1)OC(=O)N[C@@H](CCCCNC(=O)OCC1=CC=CC=C1)C(=O)O benzyloxycarbonyl-Nε-benzyloxycarbonyl-L-lysine